2-diazo-2-(diethoxyphosphoryl)acetate [N+](=[N-])=C(C(=O)[O-])P(=O)(OCC)OCC